[C@@H]12N[C@@H]([C@@H](CC1)C2)C(=O)N2CCC(CC2)C(=O)C2=CN(C1=CN=CC(=C12)F)C1=C(C(=O)N(C(C)C)C(C)C)C=C(C=C1)F 2-(3-(1-((1R,3S,4S)-2-Azabicyclo[2.2.1]heptane-3-carbonyl)piperidine-4-carbonyl)-4-fluoro-1H-pyrrolo[2,3-c]pyridin-1-yl)-5-fluoro-N,N-diisopropylbenzamide